2-[4-[5-Amino-4-cyano-1-(1,1,1-trifluoro-2-methylpropan-2-yl)pyrazol-3-yl]phenyl]-N-[3-[4-(trifluoromethyl)bicyclo[2.2.1]heptan-1-yl]-1,2-oxazol-5-yl]acetamide NC1=C(C(=NN1C(C(F)(F)F)(C)C)C1=CC=C(C=C1)CC(=O)NC1=CC(=NO1)C12CCC(CC1)(C2)C(F)(F)F)C#N